ClC1=CC(=CC=2N=C(OC21)C=2C(=C(C=CC2)C2=C(C(=CC=C2)NC=2N=CC=C1C=C(C=NC21)CN2C[C@H](CC2)O)C)C)C=O (S)-7-chloro-2-(3'-(3-((3-hydroxypyrrolidin-1-yl)methyl)-1,7-naphthyridin-8-ylamino)-2,2'-dimethylbiphenyl-3-yl)benzo[d]oxazole-5-carbaldehyde